BrC1=CC(=C(C=C1)CN1C(=NC=C1)C(C)C)F 1-[(4-bromo-2-fluorophenyl)methyl]-2-(propan-2-yl)-imidazole